CN(C1=CC=C(C=C1)C(/C=C/C1=CC=C(C(=O)O)C=C1)=O)C 4-[(E)-3-[4-(Dimethylamino)phenyl]-3-oxoprop-1-enyl]benzoic acid